(Z)-4-pentanone CCCC(C)=O